9H-fluorene-2,7-disulfonamide C1=C(C=CC=2C3=CC=C(C=C3CC12)S(=O)(=O)N)S(=O)(=O)N